C1NCCCC12CCN(CC2)C(=O)OC(C)(C)C tert-Butyl 2,9-diazaspiro[5.5]undecane-9-carboxylate